6-(3-chloro-2-(cyclopropylmethoxy)anilino)-3-fluoro-2-methylbenzoic acid ClC=1C(=C(NC2=CC=C(C(=C2C(=O)O)C)F)C=CC1)OCC1CC1